C1(CCCC2=CC=CC=C12)C1CCOC2=C(O1)C=CC=C2 tetrahydronaphthyl-3,4-dihydro-2H-benzo[b][1,4]dioxepine